CC(CO)(CC(CCO)C)C 2,2,4-trisMethylhexane-1,6-diol